N1N=NC=2C=CC=3C=NC=NC3C21 1H-[1,2,3]TRIAZOLO[4,5-H]QUINAZOLINE